OC12CC(C1)(C2)C(=O)N2N=CCC2C2=CC=CC=C2 (3-Hydroxybicyclo[1.1.1]pent-1-yl)(5-phenyl-4,5-dihydro-1H-pyrazol-1-yl)methanone